C(#N)C=1C(=C(C=CC1)C1=CC=C(C=C1)B(O)O)N1CCC(CC1)C1=NN=CN1C (3'-cyano-2'-(4-(4-methyl-4H-1,2,4-triazol-3-yl)piperidin-1-yl)-[1,1'-biphenyl]-4-yl)boronic acid